CC=1C=C(C=C(C1)C(F)(F)F)NC1=NC=C(C(=N1)NC1=C2CCNC(C2=CC=C1)=O)C(=O)N 2-{[3-methyl-5-(trifluoromethyl)phenyl]amino}-4-[(1-oxo-1,2,3,4-tetrahydroisoquinolin-5-yl)amino]pyrimidine-5-carboxamide